FC(OC1=CC=C(C=C1)C1=C(N=NC(=C1)NC1=NC(=NC=C1F)N1C[C@H](O[C@H](C1)C)C)NC)F 4-(4-(difluoromethoxy)phenyl)-N6-(2-((2R,6S)-2,6-dimethylmorpholinyl)-5-fluoropyrimidin-4-yl)-N3-methylpyridazine-3,6-diamine